(R)-5-(1-(3,5-dichloropyridin-4-yl)ethoxy)-3-(5-fluoro-6-(1,6-diazaspiro[3.3]-heptan-6-yl)pyridin-3-yl)-1H-indazole ClC=1C=NC=C(C1[C@@H](C)OC=1C=C2C(=NNC2=CC1)C=1C=NC(=C(C1)F)N1CC2(CCN2)C1)Cl